4-(Dimethylamino)-9-(β-D-ribofuranosyl)-pyrido[4',3':4,5]pyrrolo[2,3-d]pyrimidine CN(C=1C2=C(N=CN1)N(C1=C2C=CN=C1)[C@H]1[C@H](O)[C@H](O)[C@H](O1)CO)C